5-bromo-2-((2-(trimethylsilyl)ethoxy)methyl)-2H-1,2,3-triazole-4-carboxylic acid methyl ester COC(=O)C1=NN(N=C1Br)COCC[Si](C)(C)C